tert-butyl (2S,4S)-4-((5-(2-(cyclopropanecarboxamido)pyrazolo[1,5-a]pyridin-5-yl)-1-methyl-1H-pyrazol-4-yl)oxy)-2-methylpyrrolidine-1-carboxylate C1(CC1)C(=O)NC1=NN2C(C=C(C=C2)C2=C(C=NN2C)O[C@H]2C[C@@H](N(C2)C(=O)OC(C)(C)C)C)=C1